C1(CC1)OC1=C(C=C(C=C1)N1CC2(CN(C2)C(=O)OC(C)(C)C)C1)[N+](=O)[O-] tert-butyl 6-(4-cyclopropoxy-3-nitrophenyl)-2,6-diazaspiro[3.3]heptane-2-carboxylate